1-(2,6-dimethylazepan-1-yl)tetradec-12-en CC1N(CC(CCC1)C)CCCCCCCCCCCC=CC